2-(3-oxetanyl)-1-butanol O1CC(C1)C(CO)CC